(5-(benzyloxy)-2-methylpyridin-4-yl)methanediol C(C1=CC=CC=C1)OC=1C(=CC(=NC1)C)C(O)O